NC=1CCC(C(N1)(CF)C=1C=C(C=CC1F)NC(C1=NC=C(C=C1)Br)=O)(F)F N-(3-(6-amino-3,3-difluoro-2-(fluoromethyl)-2,3,4,5-tetrahydropyridin-2-yl)-4-fluorophenyl)-5-bromopicolinamide